C(CCCCCCCCC\C=C/CCCC)OC(C(=C)F)=O (Z)-hexadec-11-en-1-yl-2-fluoroacrylate